CC1=NC=CC2=C1SC(=N2)C dimethylthiazolo[5,4-c]pyridine